(3-((benzyloxy)methyl)-4-ethyl-5-oxo-4,5-dihydro-1H-1,2,4-triazol-1-yl)-2-(2-chloro-6-fluorophenyl)-4-(prop-1-en-2-yl)isoquinolin-1(2H)-one C(C1=CC=CC=C1)OCC1=NN(C(N1CC)=O)C=1N(C(C2=CC=CC=C2C1C(=C)C)=O)C1=C(C=CC=C1F)Cl